N4-butyl-5-((5-(chloromethyl)-2-methoxyphenyl)thio)-6-methylpyrimidine-2,4-diamine C(CCC)NC1=NC(=NC(=C1SC1=C(C=CC(=C1)CCl)OC)C)N